2-(2-azidoethoxy)ethoxyethane-1-ol ethyl-2-(2-amino-5-chlorothiazol-4-yl)-2,2-difluoroacetate C(C)NC=1SC(=C(N1)C(C(=O)OC(C)OCCOCCN=[N+]=[N-])(F)F)Cl